C1=NC=CC2=C1OC1=CC=CC=C1C2NC(=O)C=2C(NC(=CC2)C(F)(F)F)=O N-(5H-chromeno[2,3-c]pyridin-5-yl)-2-oxo-6-(trifluoromethyl)-1,2-dihydropyridine-3-carboxamide